FC1=C(CNC2=C(C=C(C=C2)I)[N+](=O)[O-])C=C(C(=C1)OCC=1C=NC(=CC1)OC)OC N1-(2-fluoro-5-methoxy-4-((6-methoxypyridin-3-yl)methoxy)benzyl)-4-iodo-2-nitroaniline